[6-[(5-methylsulfonyl-3-pyridyl)methyl]-2-azaspiro[3.3]heptan-2-yl]-[6-[3-(trifluoromethyl)-1,2,4-triazol-1-yl]-2-azaspiro[3.3]heptan-2-yl]methanone CS(=O)(=O)C=1C=C(C=NC1)CC1CC2(CN(C2)C(=O)N2CC3(C2)CC(C3)N3N=C(N=C3)C(F)(F)F)C1